p-Menth-1,4(8)-diene C1(=CCC(CC1)=C(C)C)C